ClC=1C=C(C=2N(N1)C=CN2)N2CC(C(C2)(C)C)(F)F 6-chloro-8-(3,3-difluoro-4,4-dimethyl-pyrrolidin-1-yl)imidazo[1,2-b]pyridazine